C(#N)C(CNC1CCN(CC1)C(CN1N=C(C(=C1)NC(=O)C=1C=NN2C1N=CC=C2)C2=C(C=CC(=C2)SC)OC(F)F)=O)C N-[1-[2-[4-(2-cyanopropylamino)-1-piperidyl]-2-oxo-ethyl]-3-[2-(difluoromethoxy)-5-methylsulfanyl-phenyl]pyrazol-4-yl]pyrazolo[1,5-a]pyrimidine-3-carboxamide